COC=1C=CC2=C([N+](=C(N=[N+]2[O-])NCCC(OC2=CN(CC2)CC(F)(F)F)=O)[O-])C1 6-methoxy-3-((3-oxo-3-((1-(2,2,2-trifluoroethyl)pyrrolin-3-yl)oxy)propyl)amino)benzo[e][1,2,4]triazine-1,4-dioxide